2-METHOXYCARBONYL-3-METHYLPHENYLBORONIC ACID COC(=O)C1=C(C=CC=C1C)B(O)O